(2S)-2-[(3-chlorophenyl)methyl]-4,4-difluoropyrrolidin-3-ol ClC=1C=C(C=CC1)C[C@@H]1NCC(C1O)(F)F